5-{bis[(4-methoxyphenyl)methyl]amino}-1,2,4-triazacyclohexane-6-carbaldehyde COC1=CC=C(C=C1)CN(C1NCNNC1C=O)CC1=CC=C(C=C1)OC